C(C)OC=1C=C(C=CC1OC)C(CS(=O)(=O)C)N1C(C2=CC=C(C(=C2C1=O)C(C)=O)N)=O 2-[1-(3-ethoxy-4-methoxyphenyl)-2-methylsulfonylethyl]-4-acetyl-aminoisoindoline-1,3-dione